bis-(2-hydroxy-3-aminopropyl)-diaminobutane OC(CC(C(C)(N)CC(CN)O)(C)N)CN